BrC1=CC(=C(C=C1)NC=1N(C2=NC(=NC=C2N1)NC1CCOCC1)C1CCC(CC1)C(=O)N)F (1s,4s)-4-(8-(4-bromo-2-fluorophenylamino)-2-(tetrahydro-2H-pyran-4-ylamino)-9H-purin-9-yl)cyclohexanecarboxamide